C1CC2=C(C3=CC=CC=C3C(=C2C=C1)O)O dihydroxydihydroanthracene